C(C)(CC)OC1=CC(=C(C=C1)CCC=O)C 3-(4-(sec-butoxy)-2-methylphenyl)propanal